C1(CC1)C=1C=CC2=C(C(=NN(C2=O)CC(=O)NC2=NC=C(C=N2)F)C(C)C)N1 (2-cyclopropyl-8-isopropyl-5-oxo-pyrido[2,3-d]pyridazin-6-yl)-N-(5-fluoropyrimidin-2-yl)acetamide